COC1=CC=C(C=C1)NC(=O)[C@H]1N[C@H]2CCCC[C@H]2C1 (2S,3aS,7aS)-N-(4-methoxyphenyl)octahydro-1H-indole-2-carboxamide